FC=1C(=NN(C1C)CC(=O)N1[C@@H](CCC1)C1=C(C(=CC=C1)OC)C)C(C)C 2-(4-Fluoro-3-isopropyl-5-methyl-pyrazol-1-yl)-1-[(2S)-2-(3-methoxy-2-methyl-phenyl)pyrrolidin-1-yl]ethanone